CO.[Ni].[Zn].[Cu] copper zinc nickel methanol